bromo-4-iodo-2-((isopentyloxy)methyl)benzene cis-methyl-2-[4-(cyclopentylamino)phenyl]-1-(2-fluoro-6-methyl-benzoyl)-2,3,4,4a,5,6,7,7a-octahydrocyclopenta[b]pyridine-3-carboxylate COC(=O)C1CC2C(N(C1C1=CC=C(C=C1)NC1CCCC1)C(C1=C(C=CC=C1C)F)=O)CCC2.BrC2=C(C=C(C=C2)I)COCCC(C)C